2,2,2-Trifluoro-1-(Pyridin-4-yl)ethan-1-one lutetium [Lu].FC(C(=O)C1=CC=NC=C1)(F)F